O[C@H](C(=O)O)CC1=CC=CC=C1 (S)-2-hydroxy-3-phenylpropionic acid